amylcinnamaldehyde CCCCC/C(=C\C1=CC=CC=C1)/C=O